7-(2-(4-(Trifluoromethyl)phenoxy)propyl)-2-thia-7-azaspiro[3.5]nonane 2,2-dioxide FC(C1=CC=C(OC(CN2CCC3(CS(C3)(=O)=O)CC2)C)C=C1)(F)F